N1(CCC1)S(=O)(=O)N[C@@H]1CC[C@H](OC1)CN1CCC2(CN(C2)C2=NC=NC=C2OC2=C(C(=O)OC)C=C(C=C2)F)CC1 methyl 2-((4-(7-(((2s,5r)-5-(azetidine-1-sulfonylamino) tetrahydro-2H-pyran-2-yl) methyl)-2,7-diazaspiro[3.5]non-2-yl) pyrimidin-5-yl) oxy)-5-fluorobenzoate